6-((1-Acetylpiperidin-4-yl)amino)-2-chloropyrimidine-4-carboxylic acid methyl ester COC(=O)C1=NC(=NC(=C1)NC1CCN(CC1)C(C)=O)Cl